2-(2,6-bis(ethylsulfanyl)pyridin-4-yl)-1-(6-bromo-2-methoxyquinolin-3-yl)-4-(dimethylamino)-1-(2-fluoro-3-methoxyphenyl)butan-2-ol C(C)SC1=NC(=CC(=C1)C(C(C1=C(C(=CC=C1)OC)F)C=1C(=NC2=CC=C(C=C2C1)Br)OC)(CCN(C)C)O)SCC